N-(2-(dimethylamino)ethyl)-2-(methyl(2-oxo-4-(o-tolyl)-2H-chromen-7-yl)amino)acetamide CN(CCNC(CN(C1=CC=C2C(=CC(OC2=C1)=O)C1=C(C=CC=C1)C)C)=O)C